(1-{[(tert-butyldiphenylsilyl)oxy]Methyl}cyclopropyl)-2-oxobutanoic acid ethyl ester C(C)OC(C(C(C)C1(CC1)CO[Si](C1=CC=CC=C1)(C1=CC=CC=C1)C(C)(C)C)=O)=O